butylperoxyhexyne C(CCC)OOC#CCCCC